4-{(3R,5aR,6R,7R,8aS)-6-[(1E,3R)-4-(2,5-difluorophenoxy)-3-hydroxy-1-buten-1-yl]-7-hydroxyoctahydro-2H-cyclopenta[b]oxepin-3-yl}butanoic acid FC1=C(OC[C@@H](/C=C/[C@H]2[C@@H](C[C@@H]3OC[C@@H](CC[C@@H]32)CCCC(=O)O)O)O)C=C(C=C1)F